C(C)[C@@]12[C@](CCC1C1CC(C3=C(C(C(CC3(C1CC2)[2H])([2H])[2H])=O)[2H])([2H])[2H])(O)C#C[2H] (13S,17R)-13-ethyl-17-(ethynyl-d)-17-hydroxy-1,2,6,7,8,9,10,11,12,13,14,15,16,17-tetradecahydro-3H-cyclopenta[a]phenanthren-3-one-2,2,4,6,6,10-d6